C(C1=CC=CC=C1)N1CC=2C=C(C(NC2CC1)=O)C(=O)N 6-benzyl-2-oxo-1,2,5,6,7,8-hexahydro-1,6-naphthyridine-3-carboxamide